COC(C(OC)(C1=NC=C(C=C1Cl)C(F)(F)F)OC1=CC=C(C=C1)F)=O 3-chloro-5-(trifluoromethyl)-2-pyridinyl[4-fluorophenoxy]-2-methoxy-acetic acid methyl ester